ethylacetylacetate aluminum [Al].C(C)OC(CC(C)=O)=O